3-(3-methoxybenzyl)-6-methylbenzoxazol-2-one COC=1C=C(CN2C(OC3=C2C=CC(=C3)C)=O)C=CC1